trans-2-[1-(4-fluoro-3-methyl-phenyl)-5-hydroxy-2-tetrahydropyran-4-yl-indol-3-yl]Cyclopropanecarboxylic acid FC1=C(C=C(C=C1)N1C(=C(C2=CC(=CC=C12)O)[C@H]1[C@@H](C1)C(=O)O)C1CCOCC1)C